ruthenium pyrimidinate N1=C(N=CC=C1)C(=O)[O-].[Ru+3].N1=C(N=CC=C1)C(=O)[O-].N1=C(N=CC=C1)C(=O)[O-]